2-methylthio-N6-isopentenyladenosin CSC=1N=C(C=2N=CN([C@H]3[C@H](O)[C@H](O)[C@@H](CO)O3)C2N1)NCCC(=C)C